FC=1C=2N(C=C(C1)C1=CNC=3N=C(N=CC31)NCCC(F)(F)F)C=C(N2)C 5-(8-fluoro-2-methylimidazo[1,2-a]pyridin-6-yl)-N-(3,3,3-trifluoropropyl)-7H-pyrrolo[2,3-d]pyrimidin-2-amine